ClC1=C(C=CC=C1C1C(NC(CC1)=O)=O)C1=CC=C(C=C1)CO 3-(2-chloro-4'-(hydroxymethyl)-[1,1'-biphenyl]-3-yl)piperidine-2,6-dione